Trans-rac-2,2-dichloro-N-(4-chloro-3-(2-morpholinoacetamido)phenyl)-3-(3,5-dichlorophenyl)cyclopropane-1-carboxamide ClC1([C@H]([C@@H]1C1=CC(=CC(=C1)Cl)Cl)C(=O)NC1=CC(=C(C=C1)Cl)NC(CN1CCOCC1)=O)Cl |r|